2-[2-(2-aminoethoxy)-4-methyl-phenyl]8-chloro-chromen-4-one NCCOC1=C(C=CC(=C1)C)C=1OC2=C(C=CC=C2C(C1)=O)Cl